N-[4-chloro-3-(trifluoromethyl)phenyl]-N'-[4-[2-(N-methylcarbamoyl)-4-pyridyloxy]phenyl]urea ClC1=C(C=C(C=C1)NC(=O)NC1=CC=C(C=C1)OC1=CC(=NC=C1)C(NC)=O)C(F)(F)F